C(C=C)C1(CCN(CC1)C(=O)OC(C)(C)C)NC1=CC(=C(C=C1)Cl)F tert-butyl 4-allyl-4-((4-chloro-3-fluorophenyl)amino)piperidine-1-carboxylate